(R)-N-(6-(Difluoromethyl)pyridin-2-yl)-5-(3-hydroxypyrrolidin-1-yl)-2-morpholinooxazolo[4,5-b]pyridine-6-carboxamide FC(C1=CC=CC(=N1)NC(=O)C=1C=C2C(=NC1N1C[C@@H](CC1)O)N=C(O2)N2CCOCC2)F